NC1=NC(=C(C=C1C=1C=C2CCNC(C2=CC1F)=O)C1=C(C(=C(C=C1)N1CCOCC1)CN(C)CC)F)F 6-(2-amino-5-(3-((ethyl(methyl)amino)methyl)-2-fluoro-4-morpholinophenyl)-6-fluoropyridin-3-yl)-7-fluoro-3,4-dihydroisoquinolin-1(2H)-one